ethyl 2-(5-(trifluoromethyl)-1,2,4-oxadiazol-3-yl)-4,7-dihydrothieno[2,3-c]pyridine-6(5H)-carboxylate FC(C1=NC(=NO1)C1=CC2=C(CN(CC2)C(=O)OCC)S1)(F)F